methyl 3-(fluoromethyl)tetrahydro-1H-pyrrolizine-7a(5H)-carboxylate FCC1CCC2(CCCN12)C(=O)OC